2-isopropyl-N-[(1S)-1-(4-methylcyclohexyl)-2-oxo-2-[[1-[(2-oxo-1H-pyridin-3-yl)methyl]pyrazol-4-yl]amino]ethyl]pyrazole-3-carboxamide C(C)(C)N1N=CC=C1C(=O)N[C@H](C(NC=1C=NN(C1)CC=1C(NC=CC1)=O)=O)C1CCC(CC1)C